C12CN(CC2C1)C1=NC2=C(C=C(C=C2C(N1C)=O)C)C(C)NC=1C(=NC(=CC1)Cl)C(=O)OC(C)(C)C tert-Butyl 3-((1-(2-(3-azabicyclo[3.1.0]hexan-3-yl)-3,6-dimethyl-4-oxo-3,4-dihydroquinazolin-8-yl)ethyl)amino)-6-chloropicolinate